C1(CCCCC1)C1=CC=C(C=C1)NC=1C2=C(N=C(N1)C1CCOCC1)C(N(C2)C(C)C)=O 4-[(4-cyclohexylphenyl)amino]-2-(oxacyclohex-4-yl)-6-(propan-2-yl)-5,6-dihydro-7H-pyrrolo[3,4-d]pyrimidin-7-one